(cyanomethylene)trimethyl-phosphorane C(#N)C=P(C)(C)C